NC1=C(C(=NN1C(C)C)C1=CC=C(C=N1)C(C(=O)NC1=NOC(=C1)C(C)(C(C)(F)F)C)C)C#N 2-[6-(5-Amino-4-cyano-1-isopropylpyrazol-3-yl)pyridin-3-yl]-N-[5-(3,3-difluoro-2-methylbutan-2-yl)-1,2-oxazol-3-yl]propanamide